(5-(8-hydroxyoct-1-yn-1-yl)benzofuran-3-yl)piperidine-2,6-dione OCCCCCCC#CC=1C=CC2=C(C(=CO2)N2C(CCCC2=O)=O)C1